NC[C@]1([C@@H]([C@@H](N([C@H]1CC(C)(C)C)CC)C(=O)N)C1=C(C=CC=C1)Cl)C1=C(C=C(C=C1)Cl)F (2R,3R,4S,5S)-4-(aminomethyl)-4-(4-chloro-2-fluorophenyl)-1-ethyl-3-(2-chlorophenyl)-5-neopentylpyrrolidine-2-carboxamide